C(C)C(CCN=C=O)CCN=C=O 3-ethyl-1,5-diisocyanatopentane